chloro-4',8'-dimethyl-5',8'-dihydro-6'H-spiro[cyclopropane-1,7'-pteridine]-6'-one ClC1=NC=2N(C3(C(NC2C(=N1)C)=O)CC3)C